3-(furan-2-yl)-5'-methyl-4-pentyl-2'-(prop-1-en-2-yl)-[1,1'-biphenyl]-2,6-diol O1C(=CC=C1)C1=C(C(=C(C=C1CCCCC)O)C1=C(C=CC(=C1)C)C(=C)C)O